rac-N-[(7S,8R)-8-{[2-(3,5-difluorophenyl)-1,3-thiazol-4-yl]methyl}-2-ethyl-1-oxo-1,2,5,6,7,8-hexahydroisoquinolin-7-yl]methanesulfonamide FC=1C=C(C=C(C1)F)C=1SC=C(N1)C[C@H]1[C@H](CCC=2C=CN(C(C12)=O)CC)NS(=O)(=O)C |r|